N1C(CC=2C1=NC=CC2)=O 1,3-dihydro-2H-pyrrolo[2,3-b]pyridin-2-one